ClC1=CC=C(C(=N1)C(=O)NS(=O)(=O)C)N[C@H](C)C=1C=C(C=C2C(N(C(=NC12)NC1CCCC1)C)=O)C (R)-6-chloro-3-((1-(2-(cyclopentylamino)-3,6-dimethyl-4-oxo-3,4-dihydroquinazolin-8-yl)ethyl)amino)-N-(methylsulfonyl)picolinamide